C(C1=CC=CC=C1)OC(=O)C1CCC(CC1)CNC(CCSSCCC(NCC1CCC(CC1)C(=O)OCC1=CC=CC=C1)=O)=O [3-[(4-benzyloxycarbonyl-cyclohexyl) methylamino]-3-oxopropyl] disulfide